1,1-bistrifluoromethyl-butadiene FC(C(=CC=C)C(F)(F)F)(F)F